CN1CCN(CC1)CCCC1=CC=C(C=C1)B1OC(C(O1)(C)C)(C)C 1-methyl-4-{3-[4-(4,4,5,5-tetramethyl-1,3,2-dioxaborolan-2-yl)phenyl]Propyl}piperazine